2-((3,5-dichloro-4-(4-(3-fluoro-5-methoxybenzoylamino)-2,6-dimethylphenoxy)phenyl)amino)-2-oxoacetic acid ClC=1C=C(C=C(C1OC1=C(C=C(C=C1C)NC(C1=CC(=CC(=C1)OC)F)=O)C)Cl)NC(C(=O)O)=O